BrC=1C=C(C[C@H](N)C(=O)O)C=C(C1O)Br 3,5-dibromo-L-tyrosine